Butyl 2-Nitro-6,7-dihydropyrazolo[1,5-a]pyrazine-5(4H)-carboxylate [N+](=O)([O-])C1=NN2C(CN(CC2)C(=O)OCCCC)=C1